OC(CN(CCCCSSCCN1CCN(CC1)CCOC(CCCCN(CC(CCCCCCC(=O)OCCC(C)C)O)CC(CCCCCCC(=O)OCCC(C)C)O)=O)CC(CCCCC(OC(C)C)=O)O)CCCCC(=O)OC(C)C Diisopentyl 9,9'-((5-(2-(4-(2-((4-(bis(2-hydroxy-7-isopropoxy-7-oxoheptyl)amino)-butyl)disulfaneyl)ethyl)piperazin-1-yl)ethoxy)-5-oxopentyl)azanediyl)bis(8-hydroxynonanoate)